C1(CC1)C#CCC1(CN(CC1)S(=O)(=O)C=1C=NN(C1)C)C=1C=C2C=NN(C2=CC1C)C1=CC=C(C=C1)F 5-(3-(3-cyclopropylprop-2-yn-1-yl)-1-((1-methyl-1H-pyrazol-4-yl)sulfonyl)pyrrolidin-3-yl)-1-(4-fluorophenyl)-6-methyl-1H-indazole